ClC=1C2=C(N=CN1)N(C=C2)[C@@H]2O[C@@H]([C@]1(OC(O[C@H]12)(C)C)C)COC1=CC(=CC=C1)[N+](=O)[O-] 4-chloro-7-((3aR,4R,6R,6aR)-2,2,6a-trimethyl-6-((3-nitrophenoxy)methyl)tetrahydrofuro[3,4-d][1,3]dioxol-4-yl)-7H-pyrrolo[2,3-d]pyrimidine